The molecule is a nucleoside 5'-diphosphate(3-) arising from deprotonation of the three triphosphate OH groups of cytidine 5'-diphosphate (CDP); major species at pH 7.3. It has a role as a human metabolite and a Saccharomyces cerevisiae metabolite. It is a conjugate base of a CDP. C1=CN(C(=O)N=C1N)[C@H]2[C@@H]([C@@H]([C@H](O2)COP(=O)([O-])OP(=O)([O-])[O-])O)O